tert-butyl (S)-4-(4-(3-(2-fluoro-3-methyl-5-((methyl-d3)carbamoyl)phenyl)-5-((tetrahydrofuran-3-yl)amino)pyrazolo[1,5-a]pyrimidin-6-yl)-2H-1,2,3-triazol-2-yl)piperidine-1-carboxylate FC1=C(C=C(C=C1C)C(NC([2H])([2H])[2H])=O)C=1C=NN2C1N=C(C(=C2)C2=NN(N=C2)C2CCN(CC2)C(=O)OC(C)(C)C)N[C@@H]2COCC2